beta-homophenylalanine N[C@@H](CC1=CC=CC=C1)CC(=O)O